tin 2-hydroxyethylsulfonate OCCS(=O)(=O)[O-].[Sn+4].OCCS(=O)(=O)[O-].OCCS(=O)(=O)[O-].OCCS(=O)(=O)[O-]